C1(CCCCC1)C(CNC(=O)[C@@H]1[C@@H]([C@H]2CC[C@@H]1C2)NC(=O)C=2C(=CC(=C(OC1CCC(CC1)(C(=O)O)C)C2)F)OC)C2CC2 (1S,4s)-4-(5-(((1S,2R,3S,4R)-3-((2-cyclohexyl-2-cyclopropylethyl)carbamoyl)bicyclo[2.2.1]hept-2-yl)carbamoyl)-2-fluoro-4-methoxyphenoxy)-1-methylcyclohexane-1-carboxylic acid